2'-[6-amino-5-(difluoromethoxy)pyridin-3-yl]-N-[1-(pyridin-2-yl)cyclobutyl]-5',6'-dihydrospiro[azetidine-3,4'-pyrrolo[1,2-b]pyrazole]-1-carboxamide NC1=C(C=C(C=N1)C=1C=C2N(N1)CCC21CN(C1)C(=O)NC1(CCC1)C1=NC=CC=C1)OC(F)F